C1(CC1)C1=NC=C(C(=C1)C=1NC2=CC=C(C=C2C1C(C)C)C1CCN(CC1)CC(=O)NC)F 2-(4-(2-(2-cyclopropyl-5-fluoropyridin-4-yl)-3-isopropyl-1H-indol-5-yl)piperidin-1-yl)-N-methylacetamide